(2-Bromophenyl)-5-fluoro-1-(4-methoxybenzyl)piperidine BrC1=C(C=CC=C1)C1N(CC(CC1)F)CC1=CC=C(C=C1)OC